FC1(CC(COC1)C(=O)ON1C(C2=CC=CC=C2C1=O)=O)F 1,3-dioxoisoindolin-2-yl 5,5-difluorotetrahydro-2H-pyran-3-carboxylate